NCC(C[SiH2]OCCCCCCCCCCCCCC(OCCCCCCCCCCCC)OCCCCCCCCCCCC)C 3-amino-2-methylpropyl(didodecanoxy)tetradecanoxy-silane